N-{4-[4-(5-chloro-2-methylphenyl)piperazinyl]butyl}-benzothiazolin-2-one-5-carboxamide ClC=1C=CC(=C(C1)N1CCN(CC1)CCCCNC(=O)C=1C=CC2=C(NC(S2)=O)C1)C